C1(CC1)N(C(OC(C)(C)C)=O)C1CN(CC1)C=1C2=CN(N=C2C(=CC1)C(NC=1C=C(C=2N(C1)C=C(N2)C)F)=O)C tert-butyl N-cyclopropyl-N-{1-[7-({8-fluoro-2-methylimidazo[1,2-a]pyridin-6-yl}carbamoyl)-2-methylindazol-4-yl]pyrrolidin-3-yl}carbamate